NC1=NN2C(C=C(C=C2)C2=C(C=NC(=C2)C)OCC(C(F)(F)F)(O)C)=C1 3-((4-(2-Aminopyrazolo[1,5-a]pyridin-5-yl)-6-methylpyridin-3-yl)oxy)-1,1,1-trifluoro-2-methylpropan-2-ol